[O-2].[O-2].[Ti+4] titanic dioxide